2-(4-(3-(2,4-difluorophenyl)-4-oxo-3,4-dihydro-phthalazin-1-yl)-1-methylpiperazin-2-yl)-2-methylpropanoic acid FC1=C(C=CC(=C1)F)N1N=C(C2=CC=CC=C2C1=O)N1CC(N(CC1)C)C(C(=O)O)(C)C